CC1=NC(=CC(=C1)C=1NC2=CC=C(C=C2C1C(C)C)C1CCN(CC1)CC(=O)NCC(C)C)C 2-(4-(2-(2,6-dimethylpyridin-4-yl)-3-isopropyl-1H-indol-5-yl)piperidin-1-yl)-N-isobutylacetamide